The molecule is a D-glucopyranuronic acid in which the anomeric centre has beta-configuration. It has a role as a metabolite. It is a conjugate acid of a beta-D-glucuronate. [C@@H]1([C@@H]([C@H](O[C@H]([C@@H]1O)O)C(=O)O)O)O